OCC1CC(C1)N1C=CC2=C(C=CC=C12)N1C(N(C(CC1)=O)COCC[Si](C)(C)C)=O 1-(1-(3-(Hydroxymethyl)cyclobutyl)-1H-indol-4-yl)-3-((2-(trimethylsilyl)ethoxy)methyl)dihydropyrimidine-2,4(1H,3H)-dione